4-[1-(tert-butoxycarbonyl)-piperidin-4-yl]-2-methylindazole-7-carboxylic acid C(C)(C)(C)OC(=O)N1CCC(CC1)C=1C2=CN(N=C2C(=CC1)C(=O)O)C